CNC1=CC=C(OC2=CC=C(C=N2)NC(=O)C2=CC=C(C=C2)C2=CC=CC=C2)C=C1 N-{6-[4-(methylamino)phenoxy]pyridin-3-yl}biphenyl-4-carboxamide